2-[4-(4-hydroxypiperidin-1-yl)-6-(4-(hydroxy)-4-(4-chlorophenyl)piperidin-1-yl)-pyrimidin-2-ylamino]-4-methyl-thiazole-5-carboxylic acid ethyl ester C(C)OC(=O)C1=C(N=C(S1)NC1=NC(=CC(=N1)N1CCC(CC1)O)N1CCC(CC1)(C1=CC=C(C=C1)Cl)O)C